4,4'-(PYRIDINE-2,6-DIYLBIS(1H-1,2,3-TRIAZOLE-4,1-DIYL))BIS(2-(TRIFLUOROMETHYL)BENZOIC ACID) N1=C(C=CC=C1C=1N=NN(C1)C1=CC(=C(C(=O)O)C=C1)C(F)(F)F)C=1N=NN(C1)C1=CC(=C(C(=O)O)C=C1)C(F)(F)F